ClC1=C(C=C(C=N1)N(C(OC(C)(C)C)=O)C)F tert-Butyl (6-chloro-5-fluoropyridin-3-yl)(methyl)carbamate